17β-hydroxy-17-methylandrosta-1,4-diene-3-one O[C@@]1([C@]2(C)[C@@H](CC1)[C@@H]1CCC3=CC(C=C[C@]3(C)[C@H]1CC2)=O)C